2-[7-(azepan-4-yl)-2,3-dihydrobenzofuran-5-yl]-N4,6-dimethyl-pyrimidine-2,4-diamine N1CCC(CCC1)C1=CC(=CC=2CCOC21)C2(NC(=CC(=N2)NC)C)N